(S)-5-(8-(2,4-dichlorophenyl)-9-(4-((1-(3-fluoropropyl)pyrrolidin-3-yl)oxy)phenyl)-6,7-dihydro-5H-benzo[7]annulen-3-yl)-1,2-dihydro-3H-pyrazol-3-one ClC1=C(C=CC(=C1)Cl)C=1CCCC2=C(C1C1=CC=C(C=C1)O[C@@H]1CN(CC1)CCCF)C=CC(=C2)C2=CC(NN2)=O